SNS(N)(=O)=O sulfamic acid, sulfanylamide